2-amino-1-(3-hydroxy-2,6-dimethylphenyl)-5,6-dimethyl-1H-pyrrolo[2,3-b]pyridine-3-carbonitrile NC1=C(C=2C(=NC(=C(C2)C)C)N1C1=C(C(=CC=C1C)O)C)C#N